CC1(OC=2C(=NC(=CC2)C=2C(=CC(=NC2)NC(C)=O)NC2=NC(=CC(=C2)O[C@@H]2CC[C@H](CC2)O)S(=O)(=O)C)OC1)C N-(5-(2,2-dimethyl-2,3-dihydro-[1,4]dioxino[2,3-b]pyridin-6-yl)-4-((4-((trans-4-hydroxycyclohexyl)oxy)-6-(methylsulfonyl)pyridin-2-yl)amino)pyridin-2-yl)acetamide